CN(C(CCNCC1=CC=C(C=C1)C=1N=C(C2=C(N1)N(C=C2)C2=CC=C(C=C2)OC)C2=CC=C(C=C2)CNCCC(C)N(C)C)C)C 2,4-bis{4-[(3-dimethylaminobutyl)aminomethyl]phenyl}-7-(4-methoxyphenyl)-7H-pyrrolo[2,3-d]pyrimidine